CC1=NC(=CC(=N1)N1CC2(C1)CNCC2)C(F)(F)F 2-(2-methyl-6-(trifluoromethyl)pyrimidin-4-yl)-2,6-diazaspiro[3.4]octane